4-chloro-6-(morpholin-4-yl)pyrimidine-5-carbaldehyde ClC1=NC=NC(=C1C=O)N1CCOCC1